CC12CCC(CC1)C2 (methyl)-bicyclo[2.2.1]heptane